[Cl-].O1C(OCC1)C[C@@H]1CC[C@H](CC1)[NH3+] trans-4-((1,3-dioxolan-2-yl)methyl)cyclohexan-1-aminium chloride